ClC1=CC=C(S1)S(=O)(=O)N1CC2(CCC2)CC1C 6-((5-Chlorothiophen-2-yl)sulfonyl)-7-methyl-6-azaspiro[3.4]octane